3-D-ribofuranosyl-3-nitropyrrole C1([C@H](O)[C@H](O)[C@H](O1)CO)C1(C=NC=C1)[N+](=O)[O-]